Carbamimidoylazanium chloride [Cl-].C(N)(=N)[NH3+]